3-Methacryloxy-propyl(trimethoxy)silan C(C(=C)C)(=O)OCCC[Si](OC)(OC)OC